CC(C[C@@H](C(=O)NC=1SC=C(N1)C1=CC=C(C=C1)N1CCOCC1)NS(=O)(=O)C1=CC=C(C=C1)C)C (S)-4-methyl-2-(4-methylphenyl-sulphonamido)-N-(4-(4-morpholinophenyl)thiazol-2-yl)pentanoic acid amide